N1=CN=C2NC=NC2=C1C=1C(=NC=CC1)NC=1C=CC(=C(C1)NC(C1=CC(=C(C=C1)C(F)(F)F)C(F)(F)F)=O)F N-(5-(3-(9H-purin-6-yl)pyridin-2-ylamino)-2-fluorophenyl)-3,4-bis(trifluoromethyl)benzamide